N-[2-[4-(hydroxymethyl)cyclohexyl]-5-methoxy-1,3-benzoxazol-6-yl]-6-(trifluoromethyl)pyridine-2-carboxamide OCC1CCC(CC1)C=1OC2=C(N1)C=C(C(=C2)NC(=O)C2=NC(=CC=C2)C(F)(F)F)OC